propyl p-hydroxybenzoate sodium salt [Na].OC1=CC=C(C(=O)OCCC)C=C1